ClC=1C=C(C(=O)NC(C)C2=NC(=NN2C=2C=NC(=CC2)C#N)C(F)F)C=C(C1)C(F)(F)F 3-chloro-N-(1-[1-(6-cyano-3-pyridinyl)-3-(difluoromethyl)-1H-1,2,4-triazol-5-yl]ethyl)-5-(trifluoromethyl)benzamide